OC(C)(C)[C@@H]1CN(CCO1)C=1C=CC(=NC1)NC=1C=CC(=C2CNC(C12)=O)C=1C=NN2C1C=CC(=C2)C 7-[[5-[(2S)-2-(1-hydroxy-1-methyl-ethyl)morpholin-4-yl]-2-pyridyl]amino]-4-(6-methyl-pyrazolo[1,5-a]pyridin-3-yl)isoindolin-1-one